C1CNC2=C1C=CC3=CC=CC=C32 dihydrobenzo[g]indole